3-chloro-5'-fluoro-2'-methoxy-3'-(5-(4-methylpiperazin-1-yl)pyridin-3-yl)-[1,1'-biphenyl] ClC=1C=C(C=CC1)C1=C(C(=CC(=C1)F)C=1C=NC=C(C1)N1CCN(CC1)C)OC